FC(C1=CC=C(C=C1)[C@@H](C)NC([C@@H]1NCCC1)=O)(F)F N-((1R)-1-(4-(trifluoromethyl)phenyl)ethyl)-D-prolinamide